Methyl 2-(2-(N-(4-methoxybenzyl)cyclopropanesulfonamido)pyrimidin-4-yl)-3-methylbutanoate COC1=CC=C(CN(S(=O)(=O)C2CC2)C2=NC=CC(=N2)C(C(=O)OC)C(C)C)C=C1